C(CC)[NH3+] propan-1-aminium